4-(10-(2,4-difluorophenyl)-9-ethyl-5-oxo-2,3-dihydro-5H-[1,4]thiazino[2,3,4-ij]quinazolin-7-yl)-3-methylpiperazine-1-carboxylate FC1=C(C=CC(=C1)F)C1=C(C=C2C(=NC(N3C2=C1SCC3)=O)N3C(CN(CC3)C(=O)[O-])C)CC